C(C=C)[Se]C1=CC=C(C=C1)NC(CC(=O)O)=O 3-((4-(allylselanyl)phenyl)amino)-3-oxopropanoic acid